3,3,4,4-tetrakis(tert-butylperoxycarbonyl)benzophenone C(C)(C)(C)OOC(=O)C1(C=C(C(=O)C2=CC=CC=C2)C=CC1(C(=O)OOC(C)(C)C)C(=O)OOC(C)(C)C)C(=O)OOC(C)(C)C